(4Z)-6-{(4S,5R)-5-[(E)-2-(5-hexanoyl-1,2-dimethyl-1H-imidazol-4-yl)vinyl]-2,2-dimethyl-1,3-dioxolan-4-yl}hex-4-enoic acid methyl ester COC(CC\C=C/C[C@@H]1OC(O[C@@H]1\C=C\C=1N=C(N(C1C(CCCCC)=O)C)C)(C)C)=O